FC(C(=O)O)(F)F.CS(=O)(=O)N1[C@@H](C[C@@H](C1)C1=CC=CC=C1)CS(=O)(=O)C=1C=C(C=CC1)CN (3-((((2S,4R)-1-(methylsulfonyl)-4-phenylpyrrolidin-2-yl)methyl)sulfonyl)phenyl)methanamine 2,2,2-trifluoroacetate